FC1=C(OC=2C=C3C(N(C=NC3=CC2)C2=CC=C(C=C2)N2CCN(CC2)C(=O)OC(C)(C)C)=O)C(=CC=C1NS(=O)(=O)N1C[C@@H](CC1)F)F tert-butyl 4-{4-[6-(2,6-difluoro-3-{[(3R)-3-fluoropyrrolidin-1-ylsulfonyl]amino}phenoxy)-4-oxoquinazolin-3-yl]phenyl}piperazine-1-carboxylate